3,3-Dimethylbutanamide CC(CC(=O)N)(C)C